2-Chloro-N3-methoxy-N3-methyl-4-(methylsulfonyl)-N1-(1-phenyl-1H-tetrazol-5-yl)isophthalamid ClC1=C(C(=O)NC2=NN=NN2C2=CC=CC=C2)C=CC(=C1C(=O)N(C)OC)S(=O)(=O)C